N-((1S)-1-((1r,4S)-4-methylcyclohexyl)-2-oxo-2-((4-((2-oxopyrrolidin-3-yl)oxy)pyridin-2-yl)amino)ethyl)-1H-pyrazole-5-carboxamide CC1CCC(CC1)[C@@H](C(NC1=NC=CC(=C1)OC1C(NCC1)=O)=O)NC(=O)C1=CC=NN1